2-butenoic acid-3-(acetylamino)-phenylmethyl ester C(C)(=O)NC=1C=C(C=CC1)COC(C=CC)=O